3-(3-methyl-2-oxo-5-(3-(piperidin-4-ylmethyl)azetidin-1-yl)-2,3-dihydro-1H-benzo[d]imidazol-1-yl)piperidine-2,6-dione CN1C(N(C2=C1C=C(C=C2)N2CC(C2)CC2CCNCC2)C2C(NC(CC2)=O)=O)=O